N-[4-(dimethylcarbamoyl)phenyl]-3,4-dihydropyrido[2,1-c][1,2,4]thiadiazine-9-carboxamide 2,2-dioxide CN(C(=O)C1=CC=C(C=C1)NC(=O)C1=CC=CN2C1=NS(CC2)(=O)=O)C